BrC=1C=C2C(=NC1)C=NN2C(C)=O 1-(6-bromo-1H-pyrazolo[4,3-b]pyridin-1-yl)ethan-1-one